C[C@H]1CN(CCN1C=1C=C(C=CC1)C)C(=O)C1=CC=C(C=C1)S(=O)CC(=O)OCC Ethyl 2-((4-((S)-3-methyl-4-(m-tolyl)piperazine-1-carbonyl)phenyl)sulfinyl)acetate